methyl 5-amino-2-(tetrahydrofuran-3-yl)benzoate NC=1C=CC(=C(C(=O)OC)C1)C1COCC1